C(C)(C)(C)OC(=O)N1[C@](C[C@H](CC1)NC([C@H]([C@H](CC)C)NC(=O)OC(C)(C)C)=O)(C(=O)O)CCCCB1OC(C(O1)(C)C)(C)C (2R,4S)-1-(tert-butoxycarbonyl)-4-((2S,3S)-2-((tert-butoxycarbonyl)amino)-3-Methylpentanamido)-2-(4-(4,4,5,5-tetramethyl-1,3,2-dioxaborolan-2-yl)butyl)piperidine-2-carboxylic acid